4-methyl-2-[(piperidin-4-yl)methyl]-8-(trifluoromethyl)-4,5-dihydro-2H-furo[2,3-g]indazole-7-carboxylate CC1C2=CN(N=C2C2=C(C1)OC(=C2C(F)(F)F)C(=O)[O-])CC2CCNCC2